2-amino-N-[4-[3-(4-pyridyl)phenyl]thiazol-2-yl]acetamide NCC(=O)NC=1SC=C(N1)C1=CC(=CC=C1)C1=CC=NC=C1